12-bromo-4,6,8,10-tetramethyltridecylnonoxymethyl ether BrC(CC(CC(CC(CC(CCCC(OCCCCCCCCC)OC(CCCC(CC(CC(CC(CC(C)Br)C)C)C)C)OCCCCCCCCC)C)C)C)C)C